C1(CC1)CS(=O)(=O)C1=CC(=C(C=C1)C(O)C1=NC2=C(N1)C=C(C(=C2Cl)C2=C(C=CC=C2)OC(F)(F)F)Cl)F (4-((cyclopropylmethyl)sulfonyl)-2-fluorophenyl)(4,6-dichloro-5-(2-(trifluoromethoxy)phenyl)-1H-benzo[d]imidazol-2-yl)methanol